2-(5-amino-2-(furan-2-yl)-7H-pyrazolo[4,3-e][1,2,4]triazolo[1,5-c]pyrimidin-7-yl)-2-phenylbutyric acid NC1=NC2=C(C=3N1N=C(N3)C=3OC=CC3)C=NN2C(C(=O)O)(CC)C2=CC=CC=C2